(4-(4,4,5,5-Tetramethyl-1,3,2-dioxaborolan-2-yl)-2,3-dihydro-1H-inden-1-yl)methanol CC1(OB(OC1(C)C)C1=C2CCC(C2=CC=C1)CO)C